C(CCCCCCC)(=O)OCCOC(CCCCCCC)=O ethylene bisoctanoate